tetramethylammonium thiophenolate C1(=CC=CC=C1)[S-].C[N+](C)(C)C